C(C)C(CS)CC 2-ethylbutylmercaptan